tert-butyl N-[(2R)-1-methoxy-3-(4,4,5,5-tetramethyl-1,3,2-dioxaborolan-2-yl)propan-2-yl]carbamate COC[C@@H](CB1OC(C(O1)(C)C)(C)C)NC(OC(C)(C)C)=O